NC1=CC=2C(=NN(N2)C=2C=C(CN)C=CC2)C=C1 3-(5-amino-2H-benzo[1,2,3]triazol-2-yl)benzylamine